3-[1-[(3,3-Difluorocyclobutyl)methyl]pyrazol-4-yl]-5-iodo-quinoxalin-6-ol FC1(CC(C1)CN1N=CC(=C1)C=1C=NC2=CC=C(C(=C2N1)I)O)F